ClC1=C(C=C(C=C1)N(C(=O)C1N(NC(C1)=O)C1=NC(=CC(=N1)C)C(F)(F)F)CC#CC=1C=NN(C1)C)C N-(4-chloro-3-methylphenyl)-N-(3-(1-methyl-1H-pyrazol-4-yl)prop-2-yn-1-yl)-2-(4-methyl-6-(trifluoromethyl)pyrimidin-2-yl)-5-oxopyrazolidine-3-carboxamide